C(C)[C@]1(C(OCC=2C(N(C=CC21)CC=2N(C1=C(C=C(C=C1C(C2I)=C=O)F)C)C)=O)=O)O (S)-4-ethyl-7-((6-fluoro-3-iodo-1,8-dimethyl-4-carbonyl-1,4-dihydroquinolin-2-yl)methyl)-4-hydroxy-1,7-dihydro-3H-pyrano[3,4-c]pyridine-3,8(4H)-dione